N,N'-phenylenediamine C1(=C(C=CC=C1)N)N